Cl.FC=1C(=C2C=CN=CC2=CC1)CNC1CC(C1)OC=1C=NC=C(C1)C(F)(F)F (1r,3r)-N-((6-fluoroisoquinolin-5-yl)methyl)-3-((5-(trifluoromethyl)pyridin-3-yl)oxy)cyclobutan-1-amine hydrochloride